3-chloro-6-Fluoro-2-methyl-N-(pyridin-3-yl)-4-(trifluoromethyl)benzamide ClC=1C(=C(C(=O)NC=2C=NC=CC2)C(=CC1C(F)(F)F)F)C